OCCN1C([C@H]2N(C3=C1C=C(C=N3)C(F)(F)F)CCNC2)=O (S)-5-(2-hydroxyethyl)-3-(trifluoromethyl)-7,8,9,10-tetrahydro-5H-pyrazino[1,2-a]pyrido[3,2-e]pyrazin-6(6aH)-one